ClC1=NC=C(C=N1)[S@](=NC(C(F)(F)F)=O)(=O)C N-((2-chloropyrimidin-5-yl)-(R)-(methyl)(oxo)-λ6-sulfanylidene)-2,2,2-trifluoroacetamide